C(OCCCOOC(C)(C)CC(C)(C)C)([O-])=O t-octylperoxy-n-propyl monocarbonate